[Na+].P(OC1C(C)O1)([O-])=O 3-epoxypropyl phosphonate sodium